2-(2-ethoxy-3-pyridinyl)-5-isopropyl-7-methyl-N-[(1-methylpyrazol-4-yl)methyl]imidazo[1,5-b]pyridazin-4-amine C(C)OC1=NC=CC=C1C=1C=C(C=2N(N1)C(=NC2C(C)C)C)NCC=2C=NN(C2)C